CN1N=CC(=C1)C=1C=C2N(N=CC=C2N2C[C@H]3CCC(C2)N3C3CC(C3)O)C1 (1R,3r)-3-(3-(6-(1-methyl-1H-pyrazol-4-yl)pyrrolo[1,2-b]pyridazin-4-yl)-3,8-diazabicyclo[3.2.1]oct-8-yl)cyclobutan-1-ol